C(C)(=O)N1CCN(CC1)CC(=O)N1CCC2(C(C2)CNC(=O)C2=CC=3C(=CN=CC3)O2)CC1 N-[[6-[2-(4-acetylpiperazin-1-yl)acetyl]-6-azaspiro[2.5]octan-2-yl]methyl]furo[2,3-c]pyridine-2-carboxamide